7-(4-fluorophenyl)-N-((6-methylpyridazin-3-yl)methyl)isoquinolin-1-amine FC1=CC=C(C=C1)C1=CC=C2C=CN=C(C2=C1)NCC=1N=NC(=CC1)C